tert-butyl (3S,5S)-3-{[8-carbamoyl-6-(3-methyl-1,2-thiazol-5-yl) pyrido[3,2-d]pyrimidin-4-yl] amino}-5-fluoropiperidine-1-carboxylate C(N)(=O)C1=CC(=NC2=C1N=CN=C2N[C@@H]2CN(C[C@H](C2)F)C(=O)OC(C)(C)C)C2=CC(=NS2)C